DL-4-Hydroxy-3-methoxymandelic acid OC1=C(C=C([C@H](C(=O)O)O)C=C1)OC |r|